C12CCCCC2C1C(=O)OCCSCC1=CC(=NC=C1)NC(=O)C1C2CCCCC12 2-{[(2-{bicyclo[4.1.0]heptane-7-amido} pyridin-4-yl)methyl] sulfanyl}ethyl bicyclo[4.1.0]heptane-7-carboxylate